(1S)-4,6-difluoro-1,3-dihydrospiro[indene-2,4'-piperidine] FC1=C2CC3(CCNCC3)CC2=CC(=C1)F